2-(pyrrolidin-1-yl)-3,5-difluoroaniline N1(CCCC1)C1=C(N)C=C(C=C1F)F